C1OC2=CSC=C2OC1 2g-3,4-ethylenedioxythiophene